8-(3,3-difluorocyclobutyloxy)-2-methyl-3-oxo-1,2,3,4-tetrahydroquinoxaline-6-carboxylic acid methyl ester COC(=O)C=1C=C2NC(C(NC2=C(C1)OC1CC(C1)(F)F)C)=O